3-(3-bromophenyl)-3-(4-methyl-4H-1,2,4-triazol-3-yl)thietane 1,1-dioxide BrC=1C=C(C=CC1)C1(CS(C1)(=O)=O)C1=NN=CN1C